(8-bromoquinazolin-2-yl)-3-(tetrahydro-2H-pyran-4-yl)-2,3,4,5-tetrahydro-1H-benzo[d]azepin-7-amine BrC=1C=CC=C2C=NC(=NC12)C1CN(CCC2=C1C=CC(=C2)N)C2CCOCC2